Bis(iso-butylamino)methylsilan C(C(C)C)NC(NCC(C)C)[SiH3]